2-{[8-(3-acetamido-5-methoxyphenyl)-3-oxo-1H,2H,3H-benzo[e]isoindol-2-yl]methyl}prop-2-enamide C(C)(=O)NC=1C=C(C=C(C1)OC)C=1C=CC2=C(C=3CN(C(C3C=C2)=O)CC(C(=O)N)=C)C1